C(C)OC(=O)C1CN(C(C1=O)=O)C(C)C 1-isopropyl-4,5-dioxopyrrolidine-3-carboxylic acid ethyl ester